(1aR,5aR)-2-Pyridin-3-yl-1a,2,5,5a-tetrahydro-1H-2,3-diaza-cyclopropa[a]pentalene-4-carboxylic acid (2-hydroxy-1,1-dimethyl-ethyl)-amide OCC(C)(C)NC(=O)C=1C=2C[C@@H]3[C@H](C2N(N1)C=1C=NC=CC1)C3